C(C)(C)N(S(=O)(=O)NC=1C=C2C(=CNC2=CC1)C1CCN2CCCC2C1)C(C)C 5-(N,N-diisopropylaminosulfonyl)amino-3-(octahydroindolizin-7-yl)-1H-indole